9-(arabinosyl)hypoxanthine ethyl-3-(5-((2-(5-((4,6-difluoro-1-tosyl-1H-indol-5-yl)oxy)-2-fluorophenyl)-1H-imidazol-5-yl)methyl)thiazol-2-yl)propanoate C(C)C(C(=O)O)CC=1SC(=CN1)CC1=CN=C(N1)C1=C(C=CC(=C1)OC=1C(=C2C=CN(C2=CC1F)S(=O)(=O)C1=CC=C(C)C=C1)F)F.C1([C@@H](O)[C@H](O)[C@H](O)CO1)N1C=2N=CNC(C2N=C1)=O